C(#N)N1CC(CC1)CNC(\C=C\C1=C(C=C(C=C1)OC)F)=O (E)-N-((1-Cyanopyrrolidin-3-yl)methyl)-3-(2-fluoro-4-methoxyphenyl)acrylamide